5-(4-((4-(2-((R)-3-((5-chloro-4-(1H-pyrazol-4-yl)pyrimidin-2-yl)amino)pyrrolidine-1-yl)ethyl)piperidin-1-yl)methyl)piperidin-1-yl)-2-(2,6-dioxopiperidin-3-yl)isoindoline ClC=1C(=NC(=NC1)N[C@H]1CN(CC1)CCC1CCN(CC1)CC1CCN(CC1)C=1C=C2CN(CC2=CC1)C1C(NC(CC1)=O)=O)C=1C=NNC1